CN1N=CC(=C1)C=1C(=NC=C(N1)C1=CC=C(C=C1)C(F)(F)F)N 3-(1-methyl-1H-pyrazol-4-yl)-5-(4-(trifluoromethyl)phenyl)pyrazine-2-amine